6-[6-methoxy-5-({[2-(trifluoromethoxy)phenyl]methyl}carbamoyl)pyridin-3-yl]-N-[(1r,4r)-4-hydroxycyclohexyl]-1H-indazole-3-carboxamide COC1=C(C=C(C=N1)C1=CC=C2C(=NNC2=C1)C(=O)NC1CCC(CC1)O)C(NCC1=C(C=CC=C1)OC(F)(F)F)=O